OC(CCOC1=NC=C(C=N1)NC(O[C@H](C)[C@H](C)OC1=CC2=C(N=C(S2)C2=C3N=CC(=NC3=CC(=C2)C)OC)C=C1F)=O)(C)C (2R,3S)-3-((5-fluoro-2-(2-methoxy-7-methylquinoxalin-5-yl)benzo[d]thiazol-6-yl)oxy)butan-2-yl (2-(3-hydroxy-3-methylbutoxy)pyrimidin-5-yl)carbamate